C1=CC(=CC=C1[N+](=O)[O-])S(=O)(=O)C2=CC=C(C=C2)Cl 4-chloro-4'-nitrodiphenyl sulfone